(5-methyl-3-isoxazolyl)-4-aminobenzenesulfonamide CC1=CC(=NO1)C1=C(C=CC(=C1)N)S(=O)(=O)N